C(=O)C1=C(C2=C(NC=3CC(N(C(C3C2(C2=CC=CC=C2)C)=O)C)(C)C)N=C1)C#N 3-formyl-5,7,8,8-tetramethyl-6-oxo-5-phenyl-9,10-dihydropyrido[2,3-b][1,6]naphthyridine-4-carbonitrile